C1(CC1)C1=NN=C(S1)NC([C@@H]([C@H]1CC(CC1)(F)F)C1=CC(=C(C=C1)C#N)C#N)=O (S)-N-(5-Cyclopropyl-1,3,4-thiadiazol-2-yl)-2-(3,4-dicyanophenyl)-2-((R)-3,3-difluorocyclopentyl)acetamide